(6-bromo-4H-benzo[b][1,2,4]triazolo[1,5-d][1,4]oxazin-2-yl)methanol BrC1=CC=CC2=C1OCC=1N2N=C(N1)CO